CN1C[C@@H](CC[C@@H]1C)NC(=O)[C@H]1CCN(C2(CC2)C1)C(=O)C1=NNC(=C1)C1=CC(=NC=C1F)OC (S)-N-((3R,6S)-1,6-dimethylpiperidin-3-yl)-4-(5-(5-fluoro-2-methoxypyridin-4-yl)-1H-pyrazole-3-carbonyl)-4-azaspiro[2.5]Octane-7-carboxamide